((2-(((3S,6S,9S,10aR)-3-((3R,4S)-3-cyano-4-phenylpyrrolidine-1-carbonyl)-9-isopropyl-5-oxodecahydropyrrolo[1,2-a]azocin-6-yl)carbamoyl)benzo[b]thiophen-5-yl)fluoromethyl)phosphonic acid C(#N)[C@H]1CN(C[C@@H]1C1=CC=CC=C1)C(=O)[C@@H]1CC[C@H]2N1C([C@H](CC[C@@H](C2)C(C)C)NC(=O)C2=CC1=C(S2)C=CC(=C1)C(F)P(O)(O)=O)=O